4-((1s,4s)-4-aminocyclohexyl)-N2-(3,5-dichlorophenyl)-5-(1-(piperidin-4-yl)-1H-pyrazol-4-yl)pyrimidine-2,4-diamine NC1CCC(CC1)C1(NC(=NC=C1C=1C=NN(C1)C1CCNCC1)NC1=CC(=CC(=C1)Cl)Cl)N